3-[7-amino-2-(2-cyano-2-methylideneethyl)-1-oxo-2,3-dihydro-1H-isoindol-4-yl]benzamide NC=1C=CC(=C2CN(C(C12)=O)CC(=C)C#N)C=1C=C(C(=O)N)C=CC1